1-methoxyethyl-3,3-dimethyl-9'-allyloxycarbonyl-8'-chloroacetoxy-spiro[indoline-2,3'-[3H]naphth[2,1-b][1,4]oxazine] COC(C)C1=NC2=C(OC13NC1=CC=CC=C1C3(C)C)C=CC3=CC(=C(C=C32)C(=O)OCC=C)OC(CCl)=O